C(CCCCCCCCCCCCCCC(C)C)(=O)OC(=O)C=C acryl isostearate